CC1N(CC1)CC=1NC2=CC(=CC=C2C1)CNC(=O)C=1N=C2N(C(C1)=O)C=CC=C2 N-({2-[(2-methylazetidin-1-yl)methyl]-1H-indol-6-yl}methyl)-4-oxo-4H-pyrido[1,2-a]pyrimidine-2-carboxamide